C(=O)(O)CCOC1=C(C2=CC=CC=C2C=C1)C1=C(C=CC2=CC=CC=C12)OCCC(=O)O 2,2'-bis(carboxyethoxy)-1,1'-binaphthyl